Methyl DL-serinate N[C@@H](CO)C(=O)OC |r|